3-chloro-N-(quinolin-6-yl)benzamide ClC=1C=C(C(=O)NC=2C=C3C=CC=NC3=CC2)C=CC1